OC1=C(C(=O)[O-])C=CC(=C1O)C(=O)[O-].[Ti+4].[Na+] sodium titanium 2,3-dihydroxyterephthalate